CN1CC=2C=C(C=NC2CC1)C1(NNC(=N1)N)N 3-(6-methyl-5,6,7,8-tetrahydro-1,6-naphthyridin-3-yl)-1H-1,2,4-triazole-3,5-diamine